ClC1=CC(=C(C=C1)C1=NC(=NC2=C1N=C(N(C2=O)C)C)N2C[C@@H](OC1(CC1)C2)C=2C=NN(C2)C)F (S)-8-(4-chloro-2-fluorophenyl)-2,3-dimethyl-6-(5-(1-methyl-1H-pyrazol-4-yl)-4-oxa-7-azaspiro[2.5]oct-7-yl)pyrimido[5,4-d]pyrimidin-4(3H)-one